ClC1=C(C=C(C=C1F)C(CN1N=C(C(=C1C(=O)OCC)C)C(=O)OCC)=O)F Diethyl 1-[2-(4-chloro-3,5-difluorophenyl)-2-oxoethyl]-4-methyl-1H-pyrazole-3,5-dicarboxylate